ClC=1C(=C(C(=CC1N1CC(CC1)(OC)CO)F)S(=O)(=O)N(C1=NC(=CC=C1)F)CC1=C(C=C(C=C1)OC)OC)F 3-chloro-N-(2,4-dimethoxybenzyl)-2,6-difluoro-N-(6-fluoropyridin-2-yl)-4-(3-(hydroxymethyl)-3-methoxypyrrolidin-1-yl)benzenesulfonamide